8-bromo-3-(5-(difluoromethyl)-1,3,4-thiadiazol-2-yl)-N-(3-methyloxetane-3-yl)imidazo[1,2-a]pyridine-6-ylSulfonamide BrC=1C=2N(C=C(C1)S(=O)(=O)NC1(COC1)C)C(=CN2)C=2SC(=NN2)C(F)F